OC1=C(C(NN)=N)C=CC=C1 2-hydroxybenzimidohydrazide